OC1=CC=C(C=C1)C(C1=C(C(=C(C=C1C)C)C)O)C1=C(C(=C(C=C1C)C)C)O 2,2'-[(4-hydroxyphenyl)methylene]bis(3,5,6-trimethylphenol)